C1(=O)NNC(=O)NN1 diurea